trimethylstannylhydroxide C[Sn](C)(C)O